NC1=NC=NC(=C1C#N)N 4,6-diaminopyrimidine-5-carbonitrile